2-(4-(4-(2-(2,6-dioxopiperidin-3-yl)-1,3-dioxoisoindolin-5-yl)piperazin-1-yl)piperidin-1-yl)acetic acid O=C1NC(CCC1N1C(C2=CC=C(C=C2C1=O)N1CCN(CC1)C1CCN(CC1)CC(=O)O)=O)=O